N-(4,4-difluoropiperidin-3-yl)-5-((2-hydroxypyridin-3-yl)methoxy)-2-methylbenzofuran FC1(C(CNCC1)N1C(C(=CC=C1)COC=1C=CC2=C(C=C(O2)C)C1)O)F